C(C1=CC=CC=C1)OC1=CC=C2CCC(N(C2=C1)CC1=CC=C(C=C1)OC)=O 7-(Benzyloxy)-1-(4-methoxybenzyl)-3,4-dihydroquinolin-2(1H)-one